6-BUTOXY-N-(4-(TRIFLUOROMETHOXY)PHENYL)-[1,2,5]OXADIAZOLO[3,4-B]PYRAZIN-5-AMINE C(CCC)OC=1C(=NC=2C(N1)=NON2)NC2=CC=C(C=C2)OC(F)(F)F